CN1N=C(C(=C1)S(=O)(=O)NC(=O)C=1C(=NC(=CC1)N1N=C(C=C1)OCCC1(CC1)C(F)(F)F)N1C(C[C@@H](C1)C)(C)C)[Si](C)(C)C N-(1-methyl-3-trimethylsilyl-pyrazol-4-yl)sulfonyl-6-[3-[2-[1-(trifluoromethyl)cyclopropyl]ethoxy]pyrazol-1-yl]-2-[(4S)-2,2,4-trimethylpyrrolidin-1-yl]pyridine-3-carboxamide